(R)-1-(1-Ethylpiperidin-3-yl)-6-methyl-5-(8-methyl-[1,2,4]triazolo[1,5-a]pyridin-6-yl)-1,3-dihydro-2H-benzo[d]imidazol-2-on C(C)N1C[C@@H](CCC1)N1C(NC2=C1C=C(C(=C2)C=2C=C(C=1N(C2)N=CN1)C)C)=O